(2R,5S)-tert-butyl 4-((S)-10-bromo-9-chloro-3-(methoxymethyl)-5-oxo-3,5-dihydro-2H-[1,4]thiazino[2,3,4-ij]quinazolin-7-yl)-2,5-dimethylpiperazine-1-carboxylate BrC1=C(C=C2C(=NC(N3C2=C1SC[C@@H]3COC)=O)N3C[C@H](N(C[C@@H]3C)C(=O)OC(C)(C)C)C)Cl